N1(CCCCC1)CCCC(=O)N 1-piperidinebutanamide